C(=C\C1=CC=CC=C1)/[Si](C1=C(C(=C(C(=C1F)F)F)F)F)(C1=C(C(=C(C(=C1F)F)F)F)F)C1=C(C(=C(C(=C1F)F)F)F)F trans-styryltris(pentafluorophenyl)silane